5-(8-((1S,2S)-2-(5-(difluoromethyl)pyridin-2-yl)cyclopropyl)imidazo[1,2-b]pyridazin-6-yl)pyrimidine-2,4(1H,3H)-dione FC(C=1C=CC(=NC1)[C@@H]1[C@H](C1)C=1C=2N(N=C(C1)C=1C(NC(NC1)=O)=O)C=CN2)F